C1N(CC12CNCCC2)C(=O)C=2C=C1C(=NNC1=CC2)C#CC2=C(C=CC=C2)C2=C(C=CC=C2)NC(C(C)(C)C)=O N-(2'-((5-(2,6-Diazaspiro[3.5]nonane-2-carbonyl)-1H-indazol-3-yl)ethynyl)-[1,1'-biphenyl]-2-yl)pivalamide